(R)-1-(3-fluorophenyl) ethyl(1-methyl-4-(5-(methylsulfonamido) pyridin-2-yl)-1H-1,2,3-triazol-5-yl)carbamate C(C)N(C(OC1=CC(=CC=C1)F)=O)C1=C(N=NN1C)C1=NC=C(C=C1)NS(=O)(=O)C